ClC=1C=CC2=C(C(=NCC(N2C)=O)C2=CCCCC2)C1 7-chloro-5-(1-cyclohexenyl)-1-methyl-1H-1,4-benzodiazepin-2(3H)-one